CC1(N(C(C2=C1N=C(N=C2)NC2=NC=C(C(=O)O)C(=C2)N[C@H](CO)C2=CC=CC=C2)=O)CCC)C (S)-6-((7,7-dimethyl-5-oxo-6-propyl-6,7-dihydro-5H-pyrrolo[3,4-d]pyrimidin-2-yl)amino)-4-((2-hydroxy-1-phenylethyl)amino)nicotinic acid